(5-(allyloxy)-6-vinylpyridin-2-yl)methanol C(C=C)OC=1C=CC(=NC1C=C)CO